S-nitroso-γ-methyl-L-homocysteine N(=O)SC(C[C@H](N)C(=O)O)C